C(C)C1=C2C(=CC(=CC2=CC=C1F)O)C1=CC=C2C(=NC(=NC2=C1F)OC[C@]12CCCN2C[C@@H](C1)F)OCC(F)(F)F 5-ethyl-6-fluoro-4-(8-fluoro-2-(((2R,7aS)-2-fluorohexahydro-1H-pyrrolizin-7a-yl)methoxy)-4-(2,2,2-trifluoroethoxy)quinazolin-7-yl)naphthalen-2-ol